FC=1C=C(C=CC1)C1=C(C=C(C=C1)C(F)(F)F)NS(=O)(=O)C=1C=C(C(=O)O)C=CC1OC 3-(N-(3'-fluoro-4-(trifluoromethyl)-[1,1'-biphenyl]-2-yl)sulfamoyl)-4-methoxybenzoic acid